CN1N=C(C=C1C(=O)OCCC)NC(CCNC(C1=CC(=CC=C1)C1=NOC(=N1)C)=O)=O propyl 1-methyl-3-(3-(3-(5-methyl-1,2,4-oxadiazol-3-yl)-benzamido)propanamido)-1H-pyrazole-5-carboxylate